FC1(CCN(CC1)C1=NC=CC(=N1)C(=O)NC1=C(C=C(C=C1)NS(=O)(=O)CC)N1C[C@@H]2CC[C@H](C1)C21CC1)F 2-(4,4-difluoropiperidin-1-yl)-N-(4-(ethylsulfonamido)-2-((1R,5S)-3-azaspiro[bicyclo[3.2.1]octane-8,1'-cyclopropane]-3-yl)phenyl)pyrimidine-4-carboxamide